(4S,5S)-1-(7,8-dihydrobenzofuro[4,5-d]thiazol-2-yl)-4-isopropyl-5-(prop-1-yn-1-yl)imidazolidin-2-one N1=C(SC2=C1C=1CCOC1C=C2)N2C(N[C@H]([C@@H]2C#CC)C(C)C)=O